FC=1C=C(C=CC1F)[C@H]1[C@@H](CN(C1)CCOC)N (3S,4R)-4-(3,4-difluorophenyl)-1-(2-methoxyethyl)pyrrolidin-3-amine